4-(4-(trifluoromethyl)phenoxy)benzoic acid FC(C1=CC=C(OC2=CC=C(C(=O)O)C=C2)C=C1)(F)F